CC=1N=CC(=NC1)C(=O)N1CCC(CC1)CCCCNC(=O)C1=CC=2C=NC=CC2N1 N-(4-{1-[(5-methylpyrazin-2-yl)carbonyl]piperidin-4-yl}butyl)-1H-pyrrolo[3,2-c]pyridine-2-carboxamide